5-(4-((3-ethyl-2,4-dioxo-1,2,3,4-tetrahydrothieno[3,2-d]pyrimidin-6-yl)methyl)piperazin-1-yl)-6-methylpicolinaldehyde C(C)N1C(NC2=C(C1=O)SC(=C2)CN2CCN(CC2)C=2C=CC(=NC2C)C=O)=O